OC1=C(C(=CC(=C1)O)O[C@@H]1O[C@@H]([C@@H]([C@@H]([C@H]1O)O)O)CO)C(\C=C/C1=CC=C(C=C1)O)=O (Z)-1-[2,4-Dihydroxy-6-[(2S,3R,4S,5R,6R)-3,4,5-trihydroxy-6-(hydroxymethyl)oxan-2-yl]oxyphenyl]-3-(4-hydroxyphenyl)prop-2-en-1-one